N-(4-(3-(dimethylamino)pyrrolidine-1-yl)-2-methoxy-5-nitrophenyl)6-(1-methyl-1H-indazole-5-yl)pyrimidine-4-amine CN(C1CN(CC1)C1=CC(=C(C=C1[N+](=O)[O-])NC1=NC=NC(=C1)C=1C=C2C=NN(C2=CC1)C)OC)C